C(C1=CC=CC=C1)C=1N(C=2C(=C3CC[C@@H](N(C3=CC2)C(=O)OC)C)N1)[C@H]1CC(CCC1)(C)C (1R,4R)-4-[(7S)-2-Benzyl-6-(methoxycarbonyl)-7-methyl-3H,6H,7H,8H,9H-imidazo[4,5-f]chinolin-3-yl]-2,2-dimethylcyclohexan